3-(2-hydroxyethyl)-11,11-dimethyl-13-(14-methylpentadecyl)-10,12,14-trioxa-3-aza-11-silatriacontan-1-ol OCCN(CCO)CCCCCCO[Si](OC(OCCCCCCCCCCCCCCCC)CCCCCCCCCCCCCC(C)C)(C)C